ClC=1C=CC(=C(C1)C1=CC(=C(N=N1)C1=CCCN(C1)C(=O)[O-])NC1=CC(=NC=C1)NC(CCN1CCN(CC1)C)=O)F 5-[6-(5-chloro-2-fluorophenyl)-4-({2-[3-(4-methylpiperazin-1-yl)propanamido]pyridin-4-yl}amino)pyridazin-3-yl]-1,2,3,6-tetrahydropyridine-1-carboxylate